1,1'-(dodecane-1,12-diyl)bis(cyclopropane-1-carboxylic acid) C(CCCCCCCCCCCC1(CC1)C(=O)O)C1(CC1)C(=O)O